C(C1=CC=CC=C1)N(C(=O)N[C@@H](CC(C)C)C(=O)OC(C)(C)C)N1C(C2=CC=CC=C2C1=O)=O tert-butyl (benzyl(1,3-dioxoisoindolin-2-yl)carbamoyl)-L-leucinate